O=C1NC(C2=CC(=CC=C12)OC1=CC=C(C=C1)NC(C1=CC(=CC=C1)OC)=O)=O N-(4-((1,3-dioxoisoindolin-5-yl)oxy)phenyl)-3-methoxybenzamide